5-[2-fluoro-6-hydroxy-4-[(4-hydroxy-5,6,7,8-tetrahydroquinazolin-2-yl)amino]phenyl]-1,1-dioxo-1,2,5-thiadiazolidin-3-one FC1=C(C(=CC(=C1)NC1=NC=2CCCCC2C(=N1)O)O)N1CC(NS1(=O)=O)=O